(Z)-3-(1-(4-amino-2-fluoro-but-2-en-1-yl)-1H-benzo[d][1,2,3]triazol-4-yl)-N-cyclopropyl-4-methoxybenzenesulfonamide NC\C=C(\CN1N=NC2=C1C=CC=C2C=2C=C(C=CC2OC)S(=O)(=O)NC2CC2)/F